2-chloro-3-(4-methoxybenzyl)-3H-imidazo[4,5-b]pyridine ClC1=NC=2C(=NC=CC2)N1CC1=CC=C(C=C1)OC